tert-butyl ((1R,3S)-3-((4-(6-bromopicolinamido)phenyl)carbamoyl)cyclohexyl)carbamate BrC1=CC=CC(=N1)C(=O)NC1=CC=C(C=C1)NC(=O)[C@@H]1C[C@@H](CCC1)NC(OC(C)(C)C)=O